(1S,5R)-1-(4-bromophenyl)-3-methyl-3-azabicyclo[3.1.0]hexane BrC1=CC=C(C=C1)[C@]12CN(C[C@@H]2C1)C